5-methyl-6-(4,4,5,5-tetramethyl-1,3,2-dioxaborolan-2-yl)-3,4-dihydroisoquinolin-1(2H)-one CC1=C2CCNC(C2=CC=C1B1OC(C(O1)(C)C)(C)C)=O